ethyl {[1-(4-tert-butylphenyl)-5-(4-chlorophenyl)-1H-pyrazol-3-yl]oxy}acetate C(C)(C)(C)C1=CC=C(C=C1)N1N=C(C=C1C1=CC=C(C=C1)Cl)OCC(=O)OCC